C1(CC1)CC1=C(C(=O)N2CCN(CC2)CCCC2=CNC3=CC=C(C=C23)C#N)C=C(C=C1)S(=O)(=O)C 3-[3-[4-(2-cyclopropylmethyl-5-methylsulfonylbenzoyl)piperazin-1-yl]propyl]-1H-indole-5-carbonitrile